N1(C=CC=2C1=NC=CC2)CC(=O)OC(C)(C)C tert-butyl 2-(1H-pyrrolo[2,3-b]pyridin-1-yl)acetate